3-Ethyl-3-{[(3-ethyloxetan-3-yl)methoxy]methyl}oxetan tert-butyl-(R)-3-aminopiperidine-1-carboxylate C(C)(C)(C)OC(=O)N1C[C@@H](CCC1)N.C(C)C1(COC1)COCC1(COC1)CC